FC1=C(CN2N=C(C=C2C2=NOC=C2)C2=NC=CC(=N2)NC([C@H](C)OC(C)=O)=O)C=CC=C1 (S)-acetic acid 1-((2-(1-(2-fluorobenzyl)-5-(isoxazol-3-yl)-1H-pyrazol-3-yl)-pyrimidin-4-yl) amino)-1-oxopropan-2-yl ester